bis(3-(4-dihydroxyboryl-3-fluorobenzamido)propyl)glycine OB(C1=C(C=C(C(=O)NCCCN(CC(=O)O)CCCNC(C2=CC(=C(C=C2)B(O)O)F)=O)C=C1)F)O